C(C)(C)(C)OC(=O)N(NC(=O)OC(C)(C)C)C1(CC1)C=1C=NC(=CC1C)Cl (1-(6-chloro-4-methylpyridin-3-yl)cyclopropyl)hydrazine-1,2-dicarboxylic acid di-tert-butyl ester